CC1=CC(=NC2=CC=C(C=C12)NC(=S)NCCCN1CCCC1)N1CCCC1 1-(4-methyl-2-(pyrrolidin-1-yl)quinolin-6-yl)-3-(3-(pyrrolidin-1-yl)propyl)thiourea